FC(CO)CC(F)(F)F 2,4,4,4-tetrafluorobutanol